ClC1=C(C=C(OC2=CC(=C(C=C2C)N=CN(C)CC)C)C=C1)C(F)(F)F N'-(4-(4-chloro-3-trifluoromethyl-phenoxy)-2,5-dimethyl-phenyl)-N-ethyl-N-methylformamidine